CC1=C(OCC2=NNC(O2)=S)C=CC(=C1)C 5-[(2,4-Dimethylphenoxy)methyl]-1,3,4-oxadiazole-2(3H)-thione